tert-butyl (S)-4-(6,7-dichloro-1-(2-isopropyl-6-methylphenyl)-2-oxo-1,2-dihydropyrido[2,3-d]pyrimidin-4-yl)-3-methylpiperazine-1-carboxylate ClC1=CC2=C(N(C(N=C2N2[C@H](CN(CC2)C(=O)OC(C)(C)C)C)=O)C2=C(C=CC=C2C)C(C)C)N=C1Cl